C1(=CC=CC=C1)[C@@H]1CCN2N=C(N=C21)C(=O)N[C@H]2CCC1=C(N(C2=O)C)C=CC=N1 (7S)-7-Phenyl-N-[(7S)-5-methyl-6-oxo-8,9-dihydro-7H-pyrido[3,2-b]azepin-7-yl]-6,7-dihydro-5H-pyrrolo[1,2-b][1,2,4]triazol-2-carboxamid